2-(2-ethoxyethoxy)ethanol C(C)OCCOCCO